2,5-bis(p-diethylaminophenyl)-1,3,4-Thiadiazole C(C)N(C1=CC=C(C=C1)C=1SC(=NN1)C1=CC=C(C=C1)N(CC)CC)CC